4-(aminomethyl)-N-{4-[1-(propylcarbamoyl)cyclobutyl]phenyl}benzamide NCC1=CC=C(C(=O)NC2=CC=C(C=C2)C2(CCC2)C(NCCC)=O)C=C1